2-(bromomethyl)-1-methoxy-3-nitrobenzene BrCC1=C(C=CC=C1[N+](=O)[O-])OC